N1N=NN=C1C1=C(C=CC=C1)C1=CC=C(C=C1)CN1C=NCC1=O 1-[2'-(tetrazol-5-yl)biphenyl-4-ylmethyl]-2-imidazoline-5-one